(2R,3R)-1-(6-(2-hydroxy-4-(trifluoromethyl)phenyl)-5-methyl-1,2,4-triazin-3-yl)-2-methylpiperidin-3-ol OC1=C(C=CC(=C1)C(F)(F)F)C1=C(N=C(N=N1)N1[C@@H]([C@@H](CCC1)O)C)C